lithium bis(fluoroethane) FCC.FCC.[Li]